3-(4-trifluoromethylphenyl)-5-(2-benzothienyl)pyrido[3,4-b]pyrazine FC(C1=CC=C(C=C1)C1=CN=C2C(=N1)C(=NC=C2)C=2SC1=C(C2)C=CC=C1)(F)F